CC1=NC2=CC(=CC(=C2N=C1N1CCOCC1)[C@@H](C)N)C (R)-1-(2,7-dimethyl-3-morpholinoquinoxalin-5-yl)ethan-1-amine